N-[3-methoxy-5-[2-(methylamino)pyrimidin-5-yl]pyrazin-2-yl]-5-methyl-3-phenyl-isoxazole-4-carboxamide cis-tert-Butyl-2-aminocyclohexylcarbamate C(C)(C)(C)OC(N[C@H]1[C@H](CCCC1)N)=O.COC=1C(=NC=C(N1)C=1C=NC(=NC1)NC)NC(=O)C=1C(=NOC1C)C1=CC=CC=C1